BrC=1C=CC(=C(C1)S(=O)(=O)NC=1C(=C(C(=O)N(CC2OCCC2)C)C=C(C1)Cl)O)O 3-((5-Bromo-2-hydroxyphenyl)sulfonamido)-5-chloro-2-hydroxy-N-methyl-N-((tetrahydrofuran-2-yl)methyl)benzamide